NC1=NC(=C(C(=N1)C(C)C)N1C(N=C(C2=C1N=C(C(=C2)Cl)C2=C(C=CC=C2)F)N2C[C@H](N(C[C@@H]2C)C(=O)OC(C)(C)C)C)=O)C(C)C tert-Butyl (2R,5S)-4-(1-(2-amino-4,6-diisopropylpyrimidin-5-yl)-6-chloro-7-(2-fluorophenyl)-2-oxo-1,2-dihydropyrido[2,3-d]pyrimidin-4-yl)-2,5-dimethylpiperazine-1-carboxylate